(2-bromovinyl)(4-chlorophenyl)sulfane BrC=CSC1=CC=C(C=C1)Cl